4,6-dimethyl-2-heptanol CC(CC(C)O)CC(C)C